C(C1=CC=CC=C1)OC(N[C@H](CN(C)C)CC1=CC=CC=C1)=O (S)-(1-(dimethylamino)-3-phenylprop-2-yl)carbamic acid benzyl ester